O=C1NC(CCC1NC1=CC=C(C=C1)CN1CCC(CC1)N(C(OC(C)(C)C)=O)C)=O tert-butyl N-[1-[[4-[(2,6-dioxo-3-piperidyl) amino] phenyl] methyl]-4-piperidyl]-N-methyl-carbamate